CN1CC2(C1)CCN(CC2)C2=CC=C(C=C2)B2OC(C(O2)(C)C)(C)C 2-methyl-7-(4-(4,4,5,5-tetramethyl-1,3,2-dioxaborolan-2-yl)phenyl)-2,7-diazaspiro[3.5]nonane